3-amino-3-({1-methoxy-3-[(2-methylcyclohexyl)oxy]-1,3-dioxopropan-2-yl}carbamoyl)propionic acid NC(CC(=O)O)C(NC(C(=O)OC)C(=O)OC1C(CCCC1)C)=O